4-(4-(6-(Difluoromethyl)imidazo[1,2-b]pyridazin-3-yl)pyridin-2-yl)piperazin-2-one FC(C=1C=CC=2N(N1)C(=CN2)C2=CC(=NC=C2)N2CC(NCC2)=O)F